tert-Butyl N-(4-bromo-3-cyano-7-fluoro-benzofuran-2-yl)carbamate BrC1=CC=C(C2=C1C(=C(O2)NC(OC(C)(C)C)=O)C#N)F